C(C=C)OC(COC(=O)CCC(=O)O)CC 3-(2-allyloxybutoxycarbonyl)propionic acid